CN1N=CC(=C1)C1=CC=2C(=NC=C(C2)C(=O)NC=2C(=NC=C(C2)NC(CN2CC3(C2)CC(C3)C)=O)C)N1 2-(1-methyl-1H-pyrazol-4-yl)-N-(2-methyl-5-(2-(6-methyl-2-azaspiro[3.3]heptan-2-yl)acetamido)pyridin-3-yl)-1H-pyrrolo[2,3-b]pyridine-5-carboxamide